5-(4-hydroxyphenyl)-10,15,20-triphenylporphyrin OC1=CC=C(C=C1)C=1C2=CC=C(N2)C(=C2C=CC(C(=C3C=CC(=C(C=4C=CC1N4)C4=CC=CC=C4)N3)C3=CC=CC=C3)=N2)C2=CC=CC=C2